(2R,4R)-1-cyano-N-[1-deuterio-2-oxo-1-pyrazin-2-yl-2-(tetrahydropyran-4-ylamino)ethyl]-4-hydroxy-4-methyl-N-[4-(pentafluoro-λ6-sulfanyl)phenyl]pyrrolidine-2-carboxamide C(#N)N1[C@H](C[C@@](C1)(C)O)C(=O)N(C1=CC=C(C=C1)S(F)(F)(F)(F)F)C(C(NC1CCOCC1)=O)(C1=NC=CN=C1)[2H]